2-(2,4-bis(perfluoroethyl)imidazo[1,2-a][1,8]naphthyridin-8-yl)-1,3,4-oxadiazole FC(C(F)(F)F)(C=1C=C(C=2C=CC=3N(C2N1)C=C(N3)C=3OC=NN3)C(C(F)(F)F)(F)F)F